CC=1C=C(C=CC1C1=CN=CO1)NC(=O)C1COC2=CC=CC=C2C1 N-(3-methyl-4-(oxazol-5-yl)phenyl)chromane-3-carboxamide